C1(=CC=CC=C1)C=1C=C2C=3C=CC(=CC3NC2=CC1)C1=CC=CC=2NC3=CC=C(C=C3C12)C1=CC=CC=C1 6,6'-diphenyl-9H,9'H-2,4'-bicarbazole